tert-Butyl (R)-3-((R)-2,4-dimethylpiperazin-1-yl)pyrrolidine-1-carboxylate C[C@H]1N(CCN(C1)C)[C@H]1CN(CC1)C(=O)OC(C)(C)C